7-bromo-3-((4-methoxybenzyl)oxy)isoquinoline BrC1=CC=C2C=C(N=CC2=C1)OCC1=CC=C(C=C1)OC